CS(=O)(=O)OC1=CC(=CC=C1)S(=O)(=O)N(C)C.[Na] sodium [3-(dimethylaminosulfonyl) phenyl] methanesulfonate